(2R,4R)-6-chloro-N-{(1RS,2SR,4RS,5SR)-5-[2-(4-chloro-3-fluorophenoxy)acetamido]bicyclo[2.2.1]hept-2-yl}-4-hydroxy-3,4-dihydro-2H-1-benzopyran-2-carboxamide ClC=1C=CC2=C([C@@H](C[C@@H](O2)C(=O)N[C@@H]2[C@H]3C[C@@H]([C@@H](C2)C3)NC(COC3=CC(=C(C=C3)Cl)F)=O)O)C1 |&1:13,14,16,17|